NC=1N=C(SC1C(=O)C1=CC=NC=C1)N(C1=CC(=C(C=C1)Cl)F)C(C(=O)N)C (N-[4-Amino-5-(pyridin-4-carbonyl)thiazol-2-yl]-4-chloro-3-fluoroanilino)propanamid